2,2-dimethyl-3,4-dihydronaphthalene-1(2H)-one CC1(C(C2=CC=CC=C2CC1)=O)C